(3R)-N-(cyclopropylmethyl)-1-(6-(1-(4-(6-methoxypyrazin-2-yl)-1H-1,2,3-triazol-1-yl)ethyl)pyridin-3-yl)piperidin-3-amine C1(CC1)CN[C@H]1CN(CCC1)C=1C=NC(=CC1)C(C)N1N=NC(=C1)C1=NC(=CN=C1)OC